OC=1C=C2C(=CN1)OC(=C2C(=O)OCC)C ethyl 5-hydroxy-2-methyl-furo[2,3-c]pyridine-3-carboxylate